OCC1(CCN(CC1)C(CC=1C(OC2=C(C(=C(C=C2C1C)OC)O)C=O)=O)=O)CO 3-(2-(4,4-bis(hydroxymethyl)piperidin-1-yl)-2-oxoethyl)-7-hydroxy-6-methoxy-4-methyl-2-oxo-2H-chromen-8-carbaldehyde